CN(C(OC(C)(C)C)=O)[C@@H]1CN(CCC1)C1=C2C(=NC=C1)N(C=C2C=2C=NC=CC2)COCC[Si](C)(C)C tert-butyl N-methyl-N-[(3S)-1-[3-(3-pyridyl)-1-(2-trimethylsilylethoxymethyl) pyrrolo[2,3-b]pyridin-4-yl]-3-piperidyl]carbamate